FC(C1=CC=2N(C=C1C1CCNCC1)N=CN2)(F)F 4-(7-(trifluoromethyl)-[1,2,4]triazolo[1,5-a]pyridin-6-yl)piperidin